2-hydroxymethyl-2-methylphenyl-propane OCC1(C(C=CC=C1)CCC)C